FC(C(O)C1=C(C=C(C=C1)F)NCC=1OC=CC1)(F)F 2,2,2-Trifluoro-1-(4-fluoro-2-((furan-2-ylmethyl)amino)phenyl)ethan-1-ol